FC=1C=C(C(=O)N(C)C)C=CC1COC1=NC(=CC=C1)C1CCNCC1 3-fluoro-N,N-dimethyl-4-(((6-(piperidin-4-yl)pyridin-2-yl)oxy)-methyl)benzamide